zinc picolate N1=C(C=CC=C1)C(=O)[O-].[Zn+2].N1=C(C=CC=C1)C(=O)[O-]